(R,Z)-N-(cyclobutyl(phenyl)methyl)-4-(trifluoromethyl)benzimidoyl cyanide C1(CCC1)[C@@H](\N=C(\C1=CC=C(C=C1)C(F)(F)F)/C#N)C1=CC=CC=C1